ClC(CCCCCCC(=O)OCC(CCCCCC)CCCC)=O 2-Butyloctyl 8-chloro-8-oxooctanoate